N-(2,2,2-trifluoroethyl)carbamic acid anhydride FC(CNC(=O)OC(NCC(F)(F)F)=O)(F)F